[Cl-].C(CCCCCCCCCCC)[N+](C)(C)C dodecyl-trimethylammonium chloride